3-[(1-amino-2-carboxy-ethyl)-hydroxy-phosphinoyl]-2-methyl-propionic acid NC(CC(=O)O)P(=O)(CC(C(=O)O)C)O